CNC(=O)C1=NC(=C2NC=NC2=N1)N methylcarbamoyladenine